Cl.C1(CCCCC1)C(C(=O)NC(C)C)N1C(=NC2=C1C=CC=C2)C2=C(C=C(C=C2)OC)OC 2-cyclohexyl-2-[2-(2,4-dimethoxy-phenyl)-benzimidazol-1-yl]-N-isopropyl-acetamide hydrochloride